N[C@H](C)C=1C(=NC=CC1)N |r| Racemic-3-(1-aminoethyl)pyridin-2-amine